6-[(4-chlorophenyl)methyl]-8-(4-hydroxypiperidin-1-yl)-3-(propan-2-yl)imidazo[1,2-c]pyrido[2,3-e]pyrimidine-2,5(3H,6H)-dione ClC1=CC=C(C=C1)CN1C(N2C(C3=C1C=C(C=N3)N3CCC(CC3)O)=NC(C2C(C)C)=O)=O